CC=1N(C(=CC1/C=C(\C#N)/C1=NC2=C(C=NC(=C2)OC)N1)C)CC1=NC=CN=C1 (E)-3-(2,5-dimethyl-1-(pyrazin-2-ylmethyl)-1H-pyrrol-3-yl)-2-(6-methoxy-3H-imidazo[4,5-c]pyridin-2-yl)acrylonitrile